C(C)OC1C=CCC=C1 1,4-Dihydroethoxybenzene